C1(=CC=CC=C1)CC(=O)N[C@@H](CCC(N)=O)C(=O)O Phenylacetyl-glutamin